C(C)P(C(CC)CCC)C(CC)CCC ethyl-di-(3-hexyl)phosphine